C1(CCC1)COC1=CC=C(N=N1)NC([C@H](C)N1C[C@@H](C(CC1)(F)F)C1=CNC(C=C1)=O)=O (S)-N-(6-(cyclobutyl-methoxy)pyridazin-3-yl)-2-((S)-4,4-difluoro-3-(6-oxo-1,6-dihydropyridin-3-yl)piperidin-1-yl)propanamide